OC1=C(C=2C(C3=CC=CC=C3C(C2C=C1)=O)=O)O dihydroxy-anthraquinone